ClC=1C(=C2C(=NC1N1CCN(CC1)CC(=O)NC(C)C)C(=C(S2)OC)C(=O)NC)C(F)(F)F 6-chloro-5-[4-[2-(isopropylamino)-2-oxo-ethyl]piperazin-1-yl]-2-methoxy-N-methyl-7-(trifluoromethyl)thieno[3,2-b]pyridine-3-carboxamide